Methyl cinnamate (Methyl 3-phenylpropenoate) CC(C(=O)O)=CC1=CC=CC=C1.C(C=CC1=CC=CC=C1)(=O)OC